5-isobutyl-4-methyl-3-(4-((2-(trifluoromethyl)-1H-imidazol-1-yl)methyl)phenyl)thiophene-2-sulfonamide C(C(C)C)C1=C(C(=C(S1)S(=O)(=O)N)C1=CC=C(C=C1)CN1C(=NC=C1)C(F)(F)F)C